C(O)(O)=O.C#CCCCCCC OCTYNE CARBONATE